C(C)(C)(C)OC(=O)N[C@H]1[C@@H](C=C(C1)C(=O)OC)O methyl (3R,4R)-4-((tert-butoxycarbonyl)amino)-3-hydroxycyclopent-1-ene-1-carboxylate